C(CCC)(=O)[O-].[Rh+2].C(CCC)(=O)[O-] rhodium(II) butyrate